N-{(2S)-3-[(4-{N-[(7S)-4-fluorobicyclo[4.2.0]octa-1,3,5-trien-7-yl]-N'-hydroxycarbamimidoyl}-1,2,5-oxadiazol-3-yl)oxy]-2-hydroxypropyl}acetamide FC1=CC=C2C[C@@H](C2=C1)NC(=NO)C=1C(=NON1)OC[C@H](CNC(C)=O)O